N1=NC(=CC=C1)N1CCCCC1 (3R)-1-(pyridazin-3-yl)piperidin